CN1N=C2C(NC(C(=C2N[C@@H](C)C2=NC=CC=C2)C2=NC3=C(N2)C=C(C=C3)N3CCCCC3)=O)=C1 (S)-2-methyl-6-(6-(piperidin-1-yl)-1H-benzo[d]imidazol-2-yl)-7-((1-(pyridin-2-yl)ethyl)amino)-2H-pyrazolo[4,3-b]pyridin-5(4H)-one